S=C1NC(C2=C(N1CC1N(C3CCC1CC3)C)C=CN2)=O 2-thioxo-1-((2-methyl-2-azabicyclo[2.2.2]oct-3-yl)methyl)-1,2,3,5-tetrahydro-4H-pyrrolo[3,2-d]pyrimidin-4-one